1-(4-(2-(2,6-dimethylpyridin-4-yl)-3-isopropyl-1H-indol-5-yl)piperidin-1-yl)-2-(4-methylpiperazin-1-yl)ethan-1-one CC1=NC(=CC(=C1)C=1NC2=CC=C(C=C2C1C(C)C)C1CCN(CC1)C(CN1CCN(CC1)C)=O)C